6-(4-(methylsulfonyl)phenyl)-5-(4-(piperazin-1-yl)phenoxy)naphthalene CS(=O)(=O)C1=CC=C(C=C1)C=1C(=C2C=CC=CC2=CC1)OC1=CC=C(C=C1)N1CCNCC1